The molecule is a dicarboximide that is 4,5,6,7-tetrahydro-1H-isoindole-1,3(2H)-dione in which the nitrogen has been substituted by a 5-(but-3-yn-2-yloxy)-4-chloro-2-fluorophenyl group. It is a dicarboximide, a terminal acetylenic compound, an aromatic ether, a member of monofluorobenzenes, a member of monochlorobenzenes and a pyrroline. CC(C#C)OC1=C(C=C(C(=C1)N2C(=O)C3=C(C2=O)CCCC3)F)Cl